Cl.Cl.NCC1(CC1)N 1-(aminomethyl)cyclopropan-1-amine dihydrochloride